COCC1=C(C=C(C=C1)C)N1/C(/SCC1=O)=N/C(=O)NOC(C)C1=CC=C(C=C1)C1=NN(C=N1)C1=CC=C(C=C1)OC(F)(F)F (Z)-1-(3-(2-(methoxymethyl)-5-methylphenyl)-4-oxothiazolidine-2-ylidene)-3-(1-(4-(1-(4-(trifluoromethoxy)phenyl)-1H-1,2,4-triazol-3-yl)phenyl)ethoxy)urea